O1C(C=CC1)C1(CCN(CC1)C(=O)OC(C)(C)C)CCC1=CC=CC=C1 tert-butyl 4-(2,5-dihydrofuran-2-yl)-4-phenethylpiperidine-1-carboxylate